C(C)(C)(C)OC(=O)N1C(CC(CC1)O)N1CC2=CC=CC=C2CC1 (3,4-dihydroisoquinolin-2(1H)-yl)-4-hydroxypiperidine-1-carboxylic acid tert-butyl ester